5-methyl-thiazole-3-carbaldehyde CC1=CN(CS1)C=O